4-((2,6-dimethylpyridin-4-yl)((6-fluoro-8-methyl-4-oxochroman-7-yl)oxy)methyl)benzonitrile CC1=NC(=CC(=C1)C(C1=CC=C(C#N)C=C1)OC1=C(C=C2C(CCOC2=C1C)=O)F)C